2-(tert-butyl)-1-(7-ethoxy-1,3-dimethyl-1H-indazole-5-carbonyl)-5H-spiro[benzo[d]thiazole-6,4'-piperidin]-4(7H)-one C(C)(C)(C)C=1S(C2=C(N1)C(CC1(CCNCC1)C2)=O)C(=O)C=2C=C1C(=NN(C1=C(C2)OCC)C)C